OC(CN1C(=NC(=C1)C)CC)COCCCC 1-(2-Hydroxy-3-butoxypropyl)-2-ethyl-4-methylimidazol